NC1=NC=C(C2=C1C(=NN2C(C)C)C2=CC(=C(C=C2F)NS(=O)(=O)C2=C(C=CC=C2)F)F)C2CCC(CC2)NCCOC(F)(F)F N-(4-(4-Amino-1-isopropyl-7-((1r,4r)-4-((2-(trifluoromethoxy)ethyl)amino)cyclohexyl)-1H-pyrazolo[4,3-c]pyridin-3-yl)-2,5-difluorophenyl)-2-fluorobenzenesulfonamide